Tetraphenyl-resorcinol diphosphate P(O)(=O)(OP(=O)(O)O)OC1=C(C(O)=C(C(=C1C1=CC=CC=C1)C1=CC=CC=C1)C1=CC=CC=C1)C1=CC=CC=C1